C1(CC1)C=1N=NN(C1)[C@H](C(=O)N1[C@@H](C[C@H](C1)O)C(=O)NC1C(N(CC1)CC1=C(C=C(C=C1)OC)OC)=O)C(C)(C)C (2S,4r)-1-[(2S)-2-(4-cyclopropyl-triazol-1-yl)-3,3-dimethyl-butyryl]-N-[1-[(2,4-dimethoxyphenyl)methyl]-2-oxo-pyrrolidin-3-yl]-4-hydroxy-pyrrolidine-2-carboxamide